4-(4-(prop-2-yn-1-yl)piperazin-1-yl)piperidine-1-carboxylic acid benzyl ester C(C1=CC=CC=C1)OC(=O)N1CCC(CC1)N1CCN(CC1)CC#C